1,3,4,6-hexanetetracarbonitrile C(CC(C(CCC#N)C#N)C#N)C#N